N-(4-chloro-3-(2-(oxetan-3-ylamino)-8,9-dihydroimidazo[1',2':1,6]pyrido[2,3-d]pyrimidin-6-yl)phenyl)-3-(2-cyanopropan-2-yl)benzamide ClC1=C(C=C(C=C1)NC(C1=CC(=CC=C1)C(C)(C)C#N)=O)C1=CC2=C(N=C(N=C2)NC2COC2)N2C1=NCC2